N1N=C(C2=CC=CC=C12)CC[C@H]1N(CCC2=CC(=C(C=C12)OCC)OC)C=O (R)-1-(2-(1H-indazol-3-yl)ethyl)-7-ethoxy-6-meth-oxy-3,4-dihydroisoquinolin-2(1H)-formaldehyde